FC1=CC=C2C=C(C(=NC2=C1F)C)OC1=C(C(=CC=C1)F)C(C)(C)O 2-[2-(7,8-difluoro-2-methylquinolin-3-yloxy)-6-fluorophenyl]propan-2-ol